tert-butyl 4-{[(tert-butoxy)carbonyl][6-(5-chloro-2-fluorophenyl)-3-({[3-(methoxycarbonyl)phenyl]methyl}sulfanyl)pyridazin-4-yl]amino}-1H-pyrrolo[2,3-b]pyridine-1-carboxylate C(C)(C)(C)OC(=O)N(C1=C2C(=NC=C1)N(C=C2)C(=O)OC(C)(C)C)C2=C(N=NC(=C2)C2=C(C=CC(=C2)Cl)F)SCC2=CC(=CC=C2)C(=O)OC